C(#N)C1=CC(=C(C=C1)C1=NN=C(C2=CC=CC=C12)N[C@@H]1CC[C@H](NC1)C(=O)OCC)O Ethyl (2S,5R)-5-((4-(4-cyano-2-hydroxyphenyl)phthalazin-1-yl)amino)piperidine-2-carboxylate